3-[6-[(5-chloro-2-fluoro-pyrimidin-4-yl)amino]-2-oxo-3H-benzimidazol-1-yl]-N-methyl-propanamide ClC=1C(=NC(=NC1)F)NC=1C=CC2=C(N(C(N2)=O)CCC(=O)NC)C1